N-[5-(2-Fluoro-4-methanesulfonyl-6-methyl-phenoxy)-3-methyl-3H-imidazo[4,5-b]pyridin-7-yl]-pyrimidine-4,6-diamine FC1=C(OC2=CC(=C3C(=N2)N(C=N3)C)NC3=NC=NC(=C3)N)C(=CC(=C1)S(=O)(=O)C)C